phosphoric acid, dihydrate O.O.P(O)(O)(O)=O